(9S,10R)-9,10-epoxyoctadeca-6-yne CCCCCC#CC[C@H]1[C@@H](CCCCCCCC)O1